4-(6-((5-bromo-2-fluoro-4-(methoxycarbonyl)benzyl)oxy)pyridine-2-yl)piperidine-1-carboxylic acid tert-butyl ester C(C)(C)(C)OC(=O)N1CCC(CC1)C1=NC(=CC=C1)OCC1=C(C=C(C(=C1)Br)C(=O)OC)F